CC(C(=O)OC1=CC2=C(C(=CCCC2)OS(=O)(=O)C(F)(F)F)C=C1)(C)C 9-(trifluoromethanesulfonyloxy)-6,7-dihydro-5H-benzo[7]annulen-3-yl 2,2-dimethylpropionate